(7-bromo-imidazo[1,2-a]quinazolin-5-yl)-[1-(3-difluoromethyl-2-fluoro-phenyl)-ethyl]-amine BrC=1C=C2C(=NC=3N(C2=CC1)C=CN3)NC(C)C3=C(C(=CC=C3)C(F)F)F